C(C(C)(C)C)(=O)OC1=CC=C(C=C1)S(=O)(=O)NC1=C(C(=O)NCCS(=O)(=O)O)C=CC=C1 2-(2-((4-(pivaloyloxy)phenyl)sulfonamido)benzamido)ethane-1-sulfonic acid